1,1,1-trifluoro-N-phenyl-N-(trifluoromethylsulfonyl)methanesulfonamide benzyl-2-(2-cyclopropylphenyl)-4-oxo-3,4-dihydropyridine-1(2H)-carboxylate C(C1=CC=CC=C1)OC(=O)N1C(CC(C=C1)=O)C1=C(C=CC=C1)C1CC1.FC(S(=O)(=O)N(S(=O)(=O)C(F)(F)F)C1=CC=CC=C1)(F)F